FC=1C=C(CN2C(C2)(C2=CC=CC=C2)C2=CC=CC=C2)C=CC1F 1-(3,4-difluorobenzyl)-2,2-diphenylaziridine